NC(CCC1CC1)(C=1C=NC=CC1)C=1C=CC(=C(C1)NC(=O)C1=CC(=NN1C1=CC(=CC=C1)C(N)=N)C(F)(F)F)F N-(5-(1-amino-3-cyclopropyl-1-(pyridin-3-yl)propyl)-2-fluorophenyl)-1-(3-carbamimidoylphenyl)-3-(trifluoromethyl)-1H-pyrazole-5-carboxamide